C(C)S(=O)(=O)C1=CC=C(C=C1)[C@@H](CO)C1=C(C(=O)N)C=CC(=N1)N1[C@@H](CC(C1)C1=CC=C(C=C1)C(F)(F)F)C(NOC)=O ((R)-1-(4-(ethylsulfonyl)phenyl)-2-hydroxyethyl)-6-((2S)-2-(methoxycarbamoyl)4-(4-(trifluoromethyl)phenyl)pyrrolidin-1-yl)nicotinamide